BrC=1C=C2C[C@@](C(NC2=NC1)=O)(C)O (R)-6-bromo-3-hydroxy-3-methyl-3,4-dihydro-1,8-naphthyridin-2(1H)-one